3-(5'-fluoro-4,6'-dimethyl-[3,4'-bipyridin]-2'-yl)-5-(5-fluoropyridin-2-yl)-1,2,4-oxadiazole FC=1C(=CC(=NC1C)C1=NOC(=N1)C1=NC=C(C=C1)F)C=1C=NC=CC1C